C1(CC1)CN1C=C(C=C(C1=O)C)C1=NC(=NC=C1OC1=C(C=C(C=C1)F)F)NS(=O)(=O)C N-[4-[1-(cyclopropylmethyl)-5-methyl-6-oxopyridin-3-yl]-5-(2,4-difluorophenoxy)pyrimidin-2-yl]methanesulfonamide